[Zr+4].[O-2].[Zr+4].[O-2].[O-2].[O-2] zirconium oxide, zirconium salt